(S)-4-((2-(2,2-difluoroethoxy)ethyl)(4-(5,6,7,8-tetrahydro-1,8-naphthyridin-2-yl)butyl)amino)-2-(pyrimidin-4-ylamino)butanoic acid FC(COCCN(CC[C@@H](C(=O)O)NC1=NC=NC=C1)CCCCC1=NC=2NCCCC2C=C1)F